(4-((5-phenylimidazo[1,2-a]pyrazin-8-yl)amino)phenyl)piperazine-1-carboxylic acid tert-butyl ester C(C)(C)(C)OC(=O)N1C(CNCC1)C1=CC=C(C=C1)NC=1C=2N(C(=CN1)C1=CC=CC=C1)C=CN2